2-[4-[4-(pyridin-4-ylmethylcarbamoyl)phenyl]-6-(4-hydroxypiperidin-1-yl)-pyrimidin-2-ylamino]-4-methyl-5-thiazolecarboxylic acid ethyl ester C(C)OC(=O)C1=C(N=C(S1)NC1=NC(=CC(=N1)C1=CC=C(C=C1)C(NCC1=CC=NC=C1)=O)N1CCC(CC1)O)C